8-octadecanolide C1(CCCCCCC(CCCCCCCCCC)O1)=O